OC(CN=S(=O)(N)C1=CC=C(C=C1)OC1=CC=NC2=CC(=CC=C12)OC)(C)C N'-(2-hydroxy-2-methylpropyl)-4-((7-methoxyquinolin-4-yl)oxy)benzenesulfonimidamide